C(CCCCCCC)S normal-octyl mercaptan